C1(CC1)C=1C(=CC=2N(N1)C(=CN2)C2=C(C=C(C(=N2)N[C@H]2CN(CC[C@@H]2F)C(=O)OC(C)(C)C)F)F)OC([2H])([2H])[2H] tert-butyl (3S,4S)-3-((6-(6-cyclopropyl-7-(methoxy-d3)imidazo[1,2-b]pyridazin-3-yl)-3,5-difluoropyridin-2-yl)amino)-4-fluoropiperidine-1-carboxylate